3-phenyl-3-(4-morpholinophenyl)-6,7-dimethoxy-13-hydroxymethyl-13-(2-hydroxyethyl)-3H,13H-indeno[2',3':3,4]naphtho[1,2-b]pyran C1(=CC=CC=C1)C1(C=CC2=C(O1)C=1C=C(C(=CC1C1=C2C(C2=CC=CC=C21)(CCO)CO)OC)OC)C2=CC=C(C=C2)N2CCOCC2